2-deoxy-2,3-dehydro-n-acetyl-neuraminic acid CC(=O)N[C@@H]1[C@H](C=C(O[C@H]1[C@@H]([C@@H](CO)O)O)C(=O)O)O